4,5-difluoro-2-methyl-8H-dibenzo[3,4:6,7]cyclohepta[1,2-b]thiophen-8-one FC1=C(C=CC2=C1C1=C(SC(=C1)C)C1=C(C2=O)C=CC=C1)F